N-(4-((1-(3-(4-(2-(2,6-dioxopiperidin-3-yl)-1,3-dioxoisoindolin-4-yl)piperazin-1-yl)benzoyl)piperidin-4-yl)oxy)phenyl)-2-((1s,4S)-4-(6-fluoroquinolin-4-yl)cyclohexyl)propanamide O=C1NC(CCC1N1C(C2=CC=CC(=C2C1=O)N1CCN(CC1)C=1C=C(C(=O)N2CCC(CC2)OC2=CC=C(C=C2)NC(C(C)C2CCC(CC2)C2=CC=NC3=CC=C(C=C23)F)=O)C=CC1)=O)=O